N1CC(C1)C1=C(C2=C(N=NC(=C2)C2=C(C=CC=C2)O)N1)C1CC1 2-[6-(azetidin-3-yl)-5-cyclopropyl-7H-pyrrolo[2,3-c]Pyridazin-3-yl]Phenol